1,2,2,3,4,5,5-heptafluorocyclopentane FC1C(C(C(C1(F)F)F)F)(F)F